FC(C(=O)OCC)(F)C=1N(C=CC1)S(=O)(=O)C1=CC=C(C)C=C1 2-(1,1-difluoro-2-ethoxy-2-oxoethyl)-1-p-toluenesulfonyl-1H-pyrrole